CC(CCCCC=C)[Si](OCC)(C)C 1-methyl-6-heptenyldimethylethoxysilane